FC=1C(=CC=2C(C3N(C(C2C1)C)C(CC3)=O)F)F 7,8,10-Trifluoro-5-methyl-1,5,10,10a-tetrahydropyrrolo[1,2-b]isoquinolin-3(2H)-one